N1N=CC(=C1)C=1C=NC2=CC=C(C=C2N1)C(=O)C=1C=C(C=CC1)NC(=O)NC1=CC(=CC=C1)F 1-(3-(3-(1H-pyrazol-4-yl)quinoxaline-6-carbonyl)phenyl)-3-(3-fluorophenyl)urea